(2R)-2-[6-(5-chloro-2-{[(2S)-1-hydroxy-prop-2-yl]amino}pyrimidin-4-yl)-4-fluoro-1-oxo-2,3-dihydro-1H-isoindol-2-yl]-N-[(1S)-2-hydroxy-1-(3-methylphenyl)ethyl]propanamide ClC=1C(=NC(=NC1)N[C@H](CO)C)C1=CC(=C2CN(C(C2=C1)=O)[C@@H](C(=O)N[C@H](CO)C1=CC(=CC=C1)C)C)F